N-(1S,4S)-[4-[[2-(dimethylamino)-6-(trifluoromethyl)pyrimidin-4-yl]amino]cyclohexyl]-4-methoxy-benzamide CN(C1=NC(=CC(=N1)NC1CCC(CC1)NC(C1=CC=C(C=C1)OC)=O)C(F)(F)F)C